C(C)(C)(C)OC(=O)N1C[C@H](N(CC1)CC=1N=NC=CC1)C (R)-3-methyl-4-(pyridazin-3-ylmethyl)piperazine-1-carboxylic acid tert-butyl ester